3-(3-oxa-9-azaspiro[5.5]undecan-9-yl)propanamide C1COCCC12CCN(CC2)CCC(=O)N